6-(chloromethyl)-2-[6-(ethylamino)-4-[2-methyl-4-(4-methyl-1,2,4-triazol-3-yl)pyrazol-3-yl]pyridin-2-yl]-4-(trifluoromethyl)-3H-isoindol-1-one ClCC1=CC(=C2CN(C(C2=C1)=O)C1=NC(=CC(=C1)C=1N(N=CC1C1=NN=CN1C)C)NCC)C(F)(F)F